methyl (1-((5-(((tert-butyldimethylsilyl)oxy)methyl)pyridin-3-yl)oxy)cyclopropyl)methylsulfonate [Si](C)(C)(C(C)(C)C)OCC=1C=C(C=NC1)OC1(CC1)CS(=O)(=O)OC